7-{4-[4-(4-{4-[2-(2,6-Dioxopiperidin-3-yl)-1-oxo-2,3-dihydro-1H-isoindol-5-yl]piperazin-1-yl}butoxy)phenyl]piperidin-1-yl}-4-fluoro-1H-indole-3-carbonitrile O=C1NC(CCC1N1C(C2=CC=C(C=C2C1)N1CCN(CC1)CCCCOC1=CC=C(C=C1)C1CCN(CC1)C=1C=CC(=C2C(=CNC12)C#N)F)=O)=O